C(C)(C)(C)C=1C=C(C=C(C1O)C)CCC(=O)OCCOCCOCCOC(CCC1=CC(=C(C(=C1)C)O)C(C)(C)C)=O [ethylene bis(oxyethylene)] bis[3-(3-tert-butyl-4-hydroxy-5-methylphenyl)propionate]